N-(4-(4-Methylpiperazin-1-yl)phenyl)-2-oxo-4-((1-phenylpiperidin-4-yl)amino)-1,2-dihydropyridine-3-carboxamide CN1CCN(CC1)C1=CC=C(C=C1)NC(=O)C=1C(NC=CC1NC1CCN(CC1)C1=CC=CC=C1)=O